NC=1SC(=CN1)C(=O)NC1=C(C=C(C(=C1)C(NC1=NN2C(COCC2)=C1)=O)F)C 2-Amino-N-[5-(6,7-dihydro-4H-pyrazolo[5,1-c][1,4]oxazin-2-ylcarbamoyl)-4-fluoro-2-methylphenyl]-1,3-thiazole-5-carboxamide